C(C)OC(NC1=C(C=C(C=C1)CNC1=CC(=CC=C1)F)N)=O {2-Amino-4-[(3-fluorophenylamino)-methyl]-phenyl}-carbamic acid ethyl ester